4-chlorobenzyl (4-(1-(4-methylisoxazole-5-carboxamido)ethyl)phenyl)carbamate CC=1C=NOC1C(=O)NC(C)C1=CC=C(C=C1)NC(OCC1=CC=C(C=C1)Cl)=O